[Cu+2].C(C)C(C(=O)[O-])CCCC.C(C)C(C(=O)[O-])CCCC 2-ethylhexanoic acid copper salt